N-(2'-(4-aminopiperidin-1-yl)-[4,4'-bipyridin]-2-yl)-4-methoxybenzamide NC1CCN(CC1)C1=NC=CC(=C1)C1=CC(=NC=C1)NC(C1=CC=C(C=C1)OC)=O